CN1CCC(CC1)C=1NC(=NN1)[C@@]12CN(C[C@]2(C1)C(F)(F)F)C1=C2C=CC=NC2=C(C=C1)C#N 5-((1S,5R)-1-(5-(1-methylpiperidin-4-yl)-4H-1,2,4-triazol-3-yl)-5-(trifluoromethyl)-3-azabicyclo[3.1.0]hex-3-yl)quinoline-8-carbonitrile